3-amino-1-cyclohexylaminopropane NCCCNC1CCCCC1